5-Methoxy-N,N-dimethyl-6-(piperazin-1-yl)pyridin-3-amine COC=1C=C(C=NC1N1CCNCC1)N(C)C